C(C)(C)(C)C(C(C1=CC=CC=C1)=O)(C(C1=CC=CC=C1)=O)OC Tert-butyl-methoxydibenzoylmethane